nitrovalinamide [N+](=O)([O-])N[C@@H](C(C)C)C(=O)N